3-methoxy-3-phenylazetidin COC1(CNC1)C1=CC=CC=C1